N'-(propan-2-ylidene)azetidine-1-carbothiohydrazide CC(C)=NNC(=S)N1CCC1